CN1N=CC=2C1=NC(=CN2)N[C@@H](C)C=2C=C(C=CC2)NC(C2=CC(=CC=C2)S(=O)(=O)C)=O (S)-N-(3-(1-((1-methyl-1H-pyrazolo[3,4-b]pyrazin-6-yl)amino)ethyl)phenyl)-3-(methylsulfonyl)benzamide